O=C1N(C2=CC=C(C=3C2=C1C=CC3)CC3=CC=C(C=C3)CN3CCN(CC3)C3=NC(=CC=C3)C=3SC(=NN3)C(F)(F)F)C3C(NC(CC3)=O)=O 3-(2-oxo-6-(4-((4-(6-(5-(trifluoromethyl)-1,3,4-thiadiazol-2-yl)pyridin-2-yl)piperazin-1-yl)methyl)benzyl)benzo[cd]indol-1(2H)-yl)piperidine-2,6-dione